C1(=CC=CC=C1)C(C)(C)C1=CC=C(OC2CNCC2)C=C1 3-(4-(2-phenylpropan-2-yl)phenoxy)pyrrolidin